(5S)-1'-(6-methyl-7-((2-(trifluoromethyl)pyridin-3-yl)thio)pyrazolo[1,5-a]pyrazin-4-yl)-5,7-dihydrospiro[cyclopenta[b]pyridine-6,4'-piperidin]-5-amine CC=1N=C(C=2N(C1SC=1C(=NC=CC1)C(F)(F)F)N=CC2)N2CCC1(CC2)[C@@H](C=2C(=NC=CC2)C1)N